ClC1=NC=NC(=C1Br)C(F)F 4-chloro-5-bromo-6-difluoromethylpyrimidine